O(C1=CC=CC=C1)N(P(=O)(N)N)C(COCC1=CC=CC=C1)(C)C phenoxy-N-(1-(benzyloxy)-2-methylpropan-2-yl)-phosphoramide